O=S1(C[C@@H](NCC1)C1=CC=C(C=C1)NC(=O)NCC1=CC=C(C=C1)OC)=O (S)-1-(4-(1,1-dioxidothiomorpholin-3-yl)phenyl)-3-(4-methoxybenzyl)urea